(R)-3-(6-(4-Hydroxyphenyl)pyridin-2-yl)-4-(methyl(4-(5,6,7,8-tetrahydro-1,8-naphthyridin-2-yl)butyl)amino)butanoic acid OC1=CC=C(C=C1)C1=CC=CC(=N1)[C@H](CC(=O)O)CN(CCCCC1=NC=2NCCCC2C=C1)C